N-[(1H-benzimidazol-2-yl)methyl]-8-bromo-2-(2-oxa-6-azaspiro[3.3]heptan-6-yl)pyrazolo[1,5-a][1,3,5]triazin-4-amine N1C(=NC2=C1C=CC=C2)CNC2=NC(=NC=1N2N=CC1Br)N1CC2(COC2)C1